(3-methyl-2-phenylpyrazolo[1,5-a]pyridin-6-yl)carbamic acid tert-butyl ester C(C)(C)(C)OC(NC=1C=CC=2N(C1)N=C(C2C)C2=CC=CC=C2)=O